6-((3-azabicyclo[3.2.0]heptan-6-yl)oxy)-N-(5-(difluoromethoxy)-1H-pyrazol-3-yl)pyrazin-2-amine C12CNCC2C(C1)OC1=CN=CC(=N1)NC1=NNC(=C1)OC(F)F